F[C@H]1C[C@H](N(C1)C(CN1C[C@H](CC1)NC1=C2C=C(C=NC2=CC=C1)F)=O)C#N (2S,4S)-4-fluoro-1-[2-[(3S)-3-[(3-fluoro-5-quinolinyl)amino]pyrrolidin-1-yl]acetyl]pyrrolidine-2-carbonitrile